C1(CC1)[C@@H]1[C@H]([C@H](O[C@@]1(C(F)(F)F)C)C(=O)NC1=CC(=NC=C1)C(=O)N)C1=C(C(=C(C=C1)F)F)OC (2S,3S,4R,5S)-4-[[4-cyclopropyl-3-(3,4-difluoro-2-methoxy-phenyl)-5-methyl-5-(trifluoromethyl)tetrahydrofuran-2-carbonyl]amino]pyridine-2-carboxamide